cyanoacetic acid, amide C(#N)CC(=O)N